1-N-hydroxy-N-(4-(1-(methoxyimino)ethyl)-3-methyl-5-oxo-1-phenyl-4,5-dihydro-1H-pyrazol-4-yl)acetamide ON(C(C)=O)C1(C(=NN(C1=O)C1=CC=CC=C1)C)C(C)=NOC